The molecule is a tetralin substituted at positions 1 and 7 by hydroxy and dipropylamino groups respectively It has a role as a serotonergic antagonist. It is a member of tetralins, a member of phenols and a tertiary amino compound. It derives from a hydride of a tetralin. CCCN(CCC)C1CCC2=C(C1)C(=CC=C2)O